CC=1CCCC(C1)C=1C(=C(C(=CC1O)CCCCC)C=1N=CSC1)O 5'-methyl-4-pentyl-3-(thiazol-4-yl)-1',2',3',4'-tetrahydro-[1,1'-biphenyl]-2,6-diol